(S)-1-(6-(4-(5-chloro-6-methyl-1H-indazol-4-yl)-3-(1-(2-(3-fluoropyrrolidin-1-yl)ethyl)-1H-indazol-5-yl)-5-methyl-1H-pyrazol-1-yl)-2-azaspiro[3.3]heptan-2-yl)prop-2-en-1-one ClC=1C(=C2C=NNC2=CC1C)C=1C(=NN(C1C)C1CC2(CN(C2)C(C=C)=O)C1)C=1C=C2C=NN(C2=CC1)CCN1C[C@H](CC1)F